ethyl-2-phenyl-pyrazol-3-amine C(C)C1=C(N(N=C1)C1=CC=CC=C1)N